C(C)(=O)OC(COC1=CC=C(C=C1)S(=O)(=O)C1=CC(=C(C(=C1)Cl)OCC(CCl)OC(C)=O)Cl)CN1CCOCC1 1-(4-((4-(2-acetoxy-3-chloropropoxy)-3,5-dichlorophenyl)sulfonyl) phenoxy)-3-morpholinopropan-2-yl acetate